4-chloro-5-(difluoromethoxy)-5,6,7,8-tetrahydroquinoline ClC1=CC=NC=2CCCC(C12)OC(F)F